(2S,4R)-1-[(2S)-2-(4-cyclopropyltriazol-1-yl)-3,3-dimethyl-butanoyl]-4-hydroxy-N-[[1-([1,2,4]triazolo[4,3-a]pyrazin-8-yl)-3-piperidyl]methyl]pyrrolidine-2-carboxamide C1(CC1)C=1N=NN(C1)[C@H](C(=O)N1[C@@H](C[C@H](C1)O)C(=O)NCC1CN(CCC1)C=1C=2N(C=CN1)C=NN2)C(C)(C)C